monoammonium phosphate, sodium salt [Na+].P(=O)([O-])([O-])O.[NH4+]